N-(6-azido-1-(6-methyl-4,8-dioxo-1,3,6,2-dioxazaborocan-2-yl)hex-2-yn-1-yl)-4-nitrobenzenesulfonamide N(=[N+]=[N-])CCCC#CC(B1OC(CN(CC(O1)=O)C)=O)NS(=O)(=O)C1=CC=C(C=C1)[N+](=O)[O-]